BrC1=CC=C(C=C1)N1N=C(C(=C1)C=O)C1=NC=C(C=C1)F 1-(4-bromophenyl)-3-(5-fluoropyridin-2-yl)-1H-pyrazol-4-carbaldehyde